NC1=NC=2C(=CC(=CC2C=2N1N=C(N2)[C@@H]2CC[C@@H](N(C2)C(=O)C2=CC(=C(C=N2)C(C)=O)C)C)F)F 1-(6-((2S,5R)-5-(5-amino-7,9-difluoro-[1,2,4]triazolo[1,5-c]quinazolin-2-yl)-2-methylpiperidine-1-carbonyl)-4-methylpyridin-3-yl)ethan-1-one